N1=C(C=CC=C1)CCl picolinyl chloride